3-Amino-3-[(1-methoxy-1-oxoheptan-2-yl)carbamoyl]propanoic acid NC(CC(=O)O)C(NC(C(=O)OC)CCCCC)=O